C1(CC1)C=1C=C(C=2N(C1)C=C(N2)[C@@H](C)NC(OC(C)(C)C)=O)NCC2(CN(C2)C)NC tert-butyl (R)-(1-(6-cyclopropyl-8-(((1-methyl-3-(methylamino)azetidin-3-yl)methyl)amino)imidazo[1,2-a]pyridin-2-yl)ethyl)carbamate